C[Si](C1=C(C=CC=C1)P(N(P(C1=CC=C(C=C1)[Si](CCCC)(CCCC)CCCC)C1=CC=C(C=C1)[Si](CCCC)(CCCC)CCCC)C1CCCCC1)C1=C(C=CC=C1)[Si](C)(C)C)(C)C N-(bis(2-(trimethylsilyl)phenyl)phosphaneyl)-N-cyclohexyl-1,1-bis(4-(tributylsilyl)phenyl)phosphanamine